N1=CN=C(C=C1)N[C@@H](CC(=O)O)C (R)-3-(pyrimidin-4-ylamino)butanoic acid